C(C=C)[C@H]1[C@@H]2CC[C@H]3[C@@H]4CC[C@H]([C@@H](CCCC(C)C)C)[C@]4(CC[C@@H]3[C@]2(CC[C@H]1O)C)C (3α,4α,5α)-4-(2-propenyl)-cholestan-3-ol